C(C)N1C(N2C(C=3C=CC(=CC13)C(=O)O)=NCC2)=O 6-ethyl-5-oxo-2,3,5,6-tetrahydroimidazo[1,2-c]quinazoline-8-carboxylic acid